aluminum cerium sulfate S(=O)(=O)([O-])[O-].[Ce+3].[Al+3].S(=O)(=O)([O-])[O-].S(=O)(=O)([O-])[O-]